(1r,3r)-3-(((6-(2-chloro-3-(5-chloro-6-(4-((((1r,3s)-3-hydroxycyclobutyl)amino)methyl)-3-methoxyphenyl)pyrimidin-4-yl)phenyl)-2-methoxypyridin-3-yl)methyl)amino)cyclobutan-1-ol ClC1=C(C=CC=C1C1=NC=NC(=C1Cl)C1=CC(=C(C=C1)CNC1CC(C1)O)OC)C1=CC=C(C(=N1)OC)CNC1CC(C1)O